2-[(1R)-1-(3,6-Dimethyl-4-oxo-2-phenyl-chromen-8-yl)ethoxy]-6-fluoro-N'-hydroxy-benzamidine CC1=C(OC2=C(C=C(C=C2C1=O)C)[C@@H](C)OC1=C(C(=NO)N)C(=CC=C1)F)C1=CC=CC=C1